ClC=1C(=NC(=NC1)N[C@H]1CN(CC1)CC1CCN(CC1)CC1CCNCC1)NC1=C(C=CC=C1)S(=O)(=O)C(C)C (R)-5-chloro-N4-(2-(isopropylsulfonyl)phenyl)-N2-(1-((1-(piperidin-4-ylmethyl)piperidine-4-yl)methyl)pyrrolidin-3-yl)pyrimidine-2,4-diamine